(Z)-6-bromo-3-((tert-butylamino)methylene)-2-(1H-indol-3-yl)chroman-4-one BrC=1C=C2C(\C(\C(OC2=CC1)C1=CNC2=CC=CC=C12)=C/NC(C)(C)C)=O